(6-Bromo-8-((R)-1-methoxyethyl)imidazo[1,2-a]pyridin-2-yl)((3R,3'R)-3'-hydroxy-1,4-dihydro-2H-spiro[isochinolin-3,4'-piperidin]-1'-yl)methanon BrC=1C=C(C=2N(C1)C=C(N2)C(=O)N2C[C@H]([C@@]1(CC2)NCC2=CC=CC=C2C1)O)[C@@H](C)OC